ClC1=CC(=NC(=C1)O[C@@H]1CN(CC1)C)C(F)F (S)-4-chloro-2-(difluoromethyl)-6-((1-methylpyrrolidin-3-yl)oxy)pyridine